2,3-bis((benzyloxy)methyl)oxirane C(C1=CC=CC=C1)OCC1OC1COCC1=CC=CC=C1